methyl 2-(1-methyl-1H-pyrazol-4-yl)-2-azaspiro[3.3]heptane-6-carboxylate CN1N=CC(=C1)N1CC2(C1)CC(C2)C(=O)OC